5-chloro-6-(3,3-difluoro-1-oxa-9-azaspiro[5.5]undecan-9-yl)pyridin ClC=1C=CC=NC1N1CCC2(CCC(CO2)(F)F)CC1